N1=C2C=3C(=NC=CC3N=C1)OCC1N2CC(CC1)C(=O)N 8,8a,9,10,11,12-hexahydro-7-oxa-1,3,6,12a-tetraazabenzo[4,5]cyclohepta[1,2,3-de]naphthalene-11-carboxamide